C(C)(=O)C=1C2=C(C(=NC1)N)C(=NN2C2CN(CC2)C(C=C)=O)C#CC=2C=CC=1N(C2)N=CC1 1-(3-(7-acetyl-4-amino-3-(pyrazolo[1,5-a]pyridin-6-ylethynyl)-1H-pyrazolo[4,3-c]pyridin-1-yl)pyrrolidin-1-yl)prop-2-en-1-one